2,2-diphenyl-5-hydroxycarbonyl-8,9-dimethoxy-2H-naphtho[1,2-b]pyran C1(=CC=CC=C1)C1(C=CC2=C(O1)C1=CC(=C(C=C1C=C2C(=O)O)OC)OC)C2=CC=CC=C2